2-(6-{5-Chloro-2-[(oxan-4-yl)amino]pyrimidin-4-yl}-1-oxo-2,3-dihydro-1H-isoindol-2-yl)-N-(2-phenylpropan-2-yl)acetamid ClC=1C(=NC(=NC1)NC1CCOCC1)C1=CC=C2CN(C(C2=C1)=O)CC(=O)NC(C)(C)C1=CC=CC=C1